CC1=NC=CC(=N1)[C@@H]1CC[C@H](CC1)O trans-4-(2-methylpyrimidin-4-yl)cyclohexanol